BrC=1C(=CC(=C(O[C@@H]2C[C@H](C2)C(=O)O)C1)C=1OC2=C(C=CC=C2C(C1)=O)Cl)C Trans-3-[5-bromo-2-(8-chloro-4-oxo-chromen-2-yl)-4-methyl-phenoxy]cyclobutane-carboxylic acid